5,5-difluoro-2-(methoxycarbonyl)pentanoic acid FC(CCC(C(=O)O)C(=O)OC)F